FC(C(=O)O)(CO)F 2,2-Difluoro-3-hydroxypropionic acid